trans-N1-methyl-N3-(5-(quinoxalin-6-yl)pyrrolo[2,1-f][1,2,4]triazin-2-yl)cyclobutane-1,3-diamine CN[C@@H]1C[C@H](C1)NC1=NN2C(C=N1)=C(C=C2)C=2C=C1N=CC=NC1=CC2